1-Bromo-2-fluoro-7-methoxynaphthalene BrC1=C(C=CC2=CC=C(C=C12)OC)F